C1(=CC=CC=C1)N(NC1=CC=CC=C1)C(=O)Cl N-phenyl-phenylhydrazinecarboxylic acid chloride